N(N)C(=O)C1CCN(CC1)C(=O)OC(C)(C)C tert-butyl 4-(hydrazinecarbonyl)piperidine-1-carboxylate